2-(dimethylamino)-2-[(4-methylphenyl)methyl]-1-(4-morpholinophenyl)-butan-1-one CN(C(C(=O)C1=CC=C(C=C1)N1CCOCC1)(CC)CC1=CC=C(C=C1)C)C